FC=1C(=C2CCN(CC2=CC1)C(=O)OC(C)(C)C)B1OC(C(O1)(C)C)(C)C tert-Butyl 6-fluoro-5-(4,4,5,5-tetramethyl-1,3,2-dioxaborolan-2-yl)-3,4-dihydroisoquinoline-2(1H)-carboxylate